C(CCCCCCCCC)C(COC1=NC(=NC(=N1)OCC(CCCCCCCCCCCC)CCCCCCCCCC)NCCCCCCCCN)CCCCCCCCCCCC N1-(4,6-bis((2-decyltetradecyl)oxy)-1,3,5-triazin-2-yl)octane-1,8-diamine